C1=CC=CC=2C3=CC=CC=C3C(C12)COC(=O)N[C@H](C(=O)NCC(=O)[O-])C (S)-(2-((((9H-fluoren-9-yl)methoxy)carbonyl)amino)propionamido)acetate